N-[4-fluoro-5-(6-fluoropyridin-2-yl)-2-[(3R)-3,4-dimethylpiperazin-1-yl]phenyl]-6-oxo-z-(trifluoromethyl)-1H-pyridine-3-carboxamide FC1=CC(=C(C=C1C1=NC(=CC=C1)F)NC(=O)C1=CN(C(C=C1)=O)C(F)(F)F)N1C[C@H](N(CC1)C)C